3-(3-bromo-4-methoxyphenoxy)oxetan BrC=1C=C(OC2COC2)C=CC1OC